1-hydroxy-2-(3,4,5-trichlorophenyl)-7-(trifluoromethoxy)-2,3,1-benzodiazaborinine OB1N(N=CC2=C1C=C(C=C2)OC(F)(F)F)C2=CC(=C(C(=C2)Cl)Cl)Cl